C(C)(C)(C)N1N=CC=2C1=NC(=NC2Cl)CC2CC2 1-(tert-butyl)-4-chloro-6-(cyclopropylmethyl)-1H-pyrazolo[3,4-d]pyrimidine